(4-(4-amino-1-(3-oxooctahydroindolizin-7-yl)-1H-pyrazolo[4,3-c]pyridin-3-yl)phenyl)-1-isopropyl-2,4-dioxo-3-(pyridin-2-yl)-1,2,3,4-tetrahydropyrimidine-5-carboxamide NC1=NC=CC2=C1C(=NN2C2CCN1C(CCC1C2)=O)C2=CC=C(C=C2)C2=C(C(N(C(N2C(C)C)=O)C2=NC=CC=C2)=O)C(=O)N